1-(1-(difluoromethyl)cyclopropyl)-6-oxo-4-(tosyloxy)-1,6-dihydropyridine FC(C1(CC1)N1C=CC(=CC1=O)OS(=O)(=O)C1=CC=C(C)C=C1)F